4-(1'-(1-(cyanomethyl)cyclobutyl)-2-(1-(2,2-difluoroethyl)-1H-pyrazol-4-yl)-6-methyl-7-oxo-6,7-dihydro-3H-spiro[dipyrrolo[2,3-b:3',2'-d]pyridine-8,4'-piperidin]-1-yl)benzonitrile C(#N)CC1(CCC1)N1CCC2(CC1)C(N(C=1C2=C2C(=NC1)NC(=C2C2=CC=C(C#N)C=C2)C=2C=NN(C2)CC(F)F)C)=O